C(C)(C)(C)C=1C(=C(C=C(C1)C(C)(C)C)CCC(=O)OCCNC(=O)C(=O)NCCOC(CCC1=C(C(=CC(=C1)C(C)(C)C)C(C)(C)C)O)=O)O N,N'-bis[2-(3-[3,5-di-tert-butyl-hydroxyphenyl]propionyloxy)ethyl]oxamide